O1CC(C1)N1CCC(CC1)C1=CC=C(C=C1)B1OC(C(O1)(C)C)(C)C 1-(oxetan-3-yl)-4-(4-(4,4,5,5-tetramethyl-1,3,2-dioxaborolan-2-yl)phenyl)piperidine